FC1=C(C=CC(=C1)CO)S(=O)(=O)N(CC1=CC=C(C=C1)OC)CC1=CC=C(C=C1)OC 2-fluoro-4-(hydroxymethyl)-N,N-bis(4-methoxybenzyl)benzenesulfonamide